N-[(S)-(2,3,4,5,6-pentafluorophenoxy)phenoxyphosphoryl]Ethyl-N-butyl-L-alanine FC1=C(O[P@@](=O)(OC2=CC=CC=C2)CCN([C@@H](C)C(=O)O)CCCC)C(=C(C(=C1F)F)F)F